OC(CN1C(NC(C1=O)(C)C)=O)CO 3-(2,3-dihydroxypropyl)-5,5-dimethylhydantoin